N-[2-(3-hydroxy-3-methyl-butyl)-7-methoxy-imidazo[1,2-a]pyridin-6-yl]-6-methyl-pyridine-2-carboxamide OC(CCC=1N=C2N(C=C(C(=C2)OC)NC(=O)C2=NC(=CC=C2)C)C1)(C)C